3-([1-methyl-4-[5-(pyridin-4-yl)-4H-1,2,4-triazol-3-yl]piperidin-4-yl]amino)benzoic acid formic acid salt C(=O)O.CN1CCC(CC1)(C1=NN=C(N1)C1=CC=NC=C1)NC=1C=C(C(=O)O)C=CC1